CC1COC1 3-methyloxetane